The molecule is the methyl ester of indole-3-carboxylic acid. It has a role as a metabolite. It is a member of indoles and a methyl ester. It derives from an indole-3-carboxylic acid. COC(=O)C1=CNC2=CC=CC=C21